trans-4-((4-methylpiperazin-1-yl)methyl)-N-(6-(thiazol-5-yl)isoquinolin-3-yl)cyclohexane-1-carboxamide CN1CCN(CC1)C[C@@H]1CC[C@H](CC1)C(=O)NC=1N=CC2=CC=C(C=C2C1)C1=CN=CS1